ClC1=CC(=C(C=C1)C1=CC(=NC(=C1)C1CC1)C=O)C1=NN=CN1C 4-(4-Chloro-2-(4-methyl-4H-1,2,4-triazol-3-yl)phenyl)-6-cyclopropylpicolinaldehyde